tert-butyl (3S)-3-[[4-[[2-(methoxymethyl)-6-nitrophenyl]methoxy]phenoxy]methyl]pyrrolidine-1-carboxylate COCC1=C(C(=CC=C1)[N+](=O)[O-])COC1=CC=C(OC[C@@H]2CN(CC2)C(=O)OC(C)(C)C)C=C1